C1(CCCC1)C1=C(C(=NC(=C1)C1=CC=NC=C1)N)NC1COC1 cyclopentyl-N3-(oxetan-3-yl)-6-(4-pyridyl)pyridine-2,3-diamine